ClC1=CC2=C(C(=N1)C1CCS(CC1)(=O)=O)N(C(N2C)=O)C 6-chloro-4-(1,1-dioxidotetrahydro-2H-thiopyran-4-yl)-1,3-dimethyl-1,3-dihydro-2H-imidazo[4,5-c]pyridin-2-one